N1(CCN(CC1)CCCNC(CC1=CC=C(C=C1)O)=O)CCCNC(CC1=CC=C(C=C1)O)=O N,N'-(piperazine-1,4-diylbis(propane-3,1-diyl))bis(2-(4-hydroxyphenyl)acetamide)